5-(2-amino-[1,2,4]triazolo[1,5-a]pyridin-7-yl)-2,6-dimethyl-N-(2-(2,2,2-trifluoroethoxy)benzyl)nicotinamide titanium tetra-t-butoxide CC(C)(C)[O-].CC(C)(C)[O-].CC(C)(C)[O-].CC(C)(C)[O-].[Ti+4].NC1=NN2C(C=C(C=C2)C=2C(=NC(=C(C(=O)NCC3=C(C=CC=C3)OCC(F)(F)F)C2)C)C)=N1